FC1(C[C@@]2(CC1)C[C@H](N(CC2)CC2=C1C=CNC1=C(C=C2OC)C)C2=CC=C(C(=O)O)C=C2)F 4-((5R,7S)-2,2-difluoro-8-((5-methoxy-7-methyl-1H-indol-4-yl)methyl)-8-azaspiro[4.5]decan-7-yl)benzoic acid